ClC=1C(=NC(=NC1)NC1=C(C=C(C=C1)N1C[C@H](N([C@H](C1)C)C)C)OC(F)F)NC1=C(SC=C1)C(=O)N 3-((5-chloro-2-((2-(difluoromethoxy)-4-((3R,5S)-3,4,5-trimethylpiperazin-1-yl)phenyl)amino)pyrimidin-4-yl)amino)thiophene-2-carboxamide